Dodecyl-trimethyl-amine chloride [Cl-].C(CCCCCCCCCCC)CN(C)C